CN1N=CC(=C1)C1=NC=C(C=N1)C#CC=1C=NC(=NC1)N1C[C@@H](N(CC1)C1=NC=CC=N1)COCCOCCO (R)-2-(2-((4-(5-((2-(1-methyl-1H-pyrazol-4-yl)pyrimidin-5-yl)ethynyl)pyrimidin-2-yl)-1-(pyrimidin-2-yl)piperazin-2-yl)methoxy)ethoxy)ethan-1-ol